FC(OC=1C(=NC=CC1)CN1C(C(=CC=2C1=NC(=CN2)C)[C@H]2C[C@@H](CC2)C2=C(C=CC=C2C)F)=O)F 5-((3-(Difluoromethoxy)pyridin-2-yl)methyl)-7-((1R,3R)-3-(2-fluoro-6-methylphenyl)cyclopentyl)-3-methylpyrido[2,3-b]pyrazin-6(5H)-one